C1(CC1)C1=CC(=CC(=N1)N)C1=C(C=C(C=C1)F)C1=NN=CN1C 6-cyclopropyl-4-[4-fluoro-2-(4-methyl-1,2,4-triazol-3-yl)phenyl]pyridin-2-amine